5-[4-[2-[2-[2-[2-chloro-3-(2,6-dioxocyclohexane-carbonyl)phenoxy]ethoxy]ethoxy]ethyl]piperazin-1-yl]-2-(2,6-dioxo-3-piperidyl)isoindoline-1,3-dione ClC1=C(OCCOCCOCCN2CCN(CC2)C=2C=C3C(N(C(C3=CC2)=O)C2C(NC(CC2)=O)=O)=O)C=CC=C1C(=O)C1C(CCCC1=O)=O